calcium methanesulphonic acid CS(=O)(=O)O.[Ca]